(S)-2,2-Difluoro-8-hydroxy-7-methoxy-1,2,3,10,11,11a-hexahydro-5H-benzo[e]pyrrolo[1,2-a][1,4]diazepin-5-one FC1(C[C@@H]2N(C(C3=C(NC2)C=C(C(=C3)OC)O)=O)C1)F